1-(6-Bromo-2-(1-methyl-1H-tetrazol-5-yl)pyridin-3-yl)pentan-1-ol BrC1=CC=C(C(=N1)C1=NN=NN1C)C(CCCC)O